4-methoxypyrazolo[1,5-c]pyrimidine-3-carbonitrile COC=1C=2N(C=NC1)N=CC2C#N